(±)-2-ethoxy-2-(4'-aminophenyl)acetic acid C(C)O[C@@H](C(=O)O)C1=CC=C(C=C1)N |r|